2-(4-cyclopropyl-1H-imidazol-1-yl)-5-(4,4,5,5-tetramethyl-1,3,2-dioxaborolan-2-yl)benzonitrile C1(CC1)C=1N=CN(C1)C1=C(C#N)C=C(C=C1)B1OC(C(O1)(C)C)(C)C